C1(CCCC1)C1=NC=C(C(=N1)OC1=CC(=CC(=C1)F)F)C(=O)NC(C)C=CS(=O)(=O)C 2-cyclopentyl-4-(3,5-difluorophenoxy)-N-(4-(methylsulfonyl)but-3-en-2-yl)pyrimidine-5-carboxamide